ON1C(=NC=C1)CCC1=CN=CS1 (Z)-N'-hydroxy-2-(thiazol-5-yl)ethyl-imidazole